N-(4-{4-[3-(5-tert-Butyl-2-chloro-phenyl)-ureido]-3-fluoro-phenoxymethyl}-pyridin-2-yl)-acetamide C(C)(C)(C)C=1C=CC(=C(C1)NC(NC1=C(C=C(OCC2=CC(=NC=C2)NC(C)=O)C=C1)F)=O)Cl